C(C)OC(=S)SCC(=O)O 2-((Ethoxycarbonothioyl)thio)acetic acid